pivaloic acid C(C(C)(C)C)(=O)O